(4'-(trifluoromethyl)-[1,1'-biphenyl]-4-yl)boronic acid FC(C1=CC=C(C=C1)C1=CC=C(C=C1)B(O)O)(F)F